O[C@@]1(CC[C@@H]2[C@H]3CC[C@@H]4[C@H](CC[C@H]4[C@@H]3CC[C@H]2C1)C(CN1N=NN=C1C)=O)C 1-((3R,5S,8R,9R,10S,13S,14S,17S)-3-hydroxy-3-methylhexadecahydro-1H-cyclopenta[a]phenanthren-17-yl)-2-(5-methyl-1H-tetrazol-1-yl)ethanone